bis(1-imidazolyl)methanone N1(C=NC=C1)C(=O)N1C=NC=C1